C(C)(=O)OC1=CC(=CC=2C(C3=CC=CC(=C3C(C12)=O)OC(C)=O)=O)C(=O)O 4,5-bis(acetyloxy)-9,10-dioxo-2-anthracenecarboxylic acid